2-((1-(4-(2,6-dioxopiperidin-3-yl)-3-(trifluoromethoxy)phenyl)piperidin-4-yl)oxy)ethyl methanesulfoNate CS(=O)(=O)OCCOC1CCN(CC1)C1=CC(=C(C=C1)C1C(NC(CC1)=O)=O)OC(F)(F)F